CC1(C(N(CCC1)N)(C)C)C tetramethyl-piperidylamine